5-((1-((1H-pyrazol-4-yl)methyl)piperidin-4-yl)ethynyl)-N-(4-(methylsulfonyl)phenyl)-2,6-naphthyridin-3-amine N1N=CC(=C1)CN1CCC(CC1)C#CC1=C2C=C(N=CC2=CC=N1)NC1=CC=C(C=C1)S(=O)(=O)C